The molecule is a macrolide lactam isolated from Streptomyces hygroscopicus consisting of a 29-membered ring containing 4 trans double bonds, three of which are conjugated. It is an antibiotic, immunosupressive and antineoplastic agent. It has a role as an immunosuppressive agent, an antineoplastic agent, an antibacterial drug, a mTOR inhibitor, a bacterial metabolite and an anticoronaviral agent. It is a cyclic acetal, a cyclic ketone, an ether, a secondary alcohol, an organic heterotricyclic compound, an antibiotic antifungal drug and a macrolide lactam. C[C@@H]1CC[C@H]2C[C@@H](/C(=C/C=C/C=C/[C@H](C[C@H](C(=O)[C@@H]([C@@H](/C(=C/[C@H](C(=O)C[C@H](OC(=O)[C@@H]3CCCCN3C(=O)C(=O)[C@@]1(O2)O)[C@H](C)C[C@@H]4CC[C@H]([C@@H](C4)OC)O)C)/C)O)OC)C)C)/C)OC